C1(CC1)C1=NC(=CC(=N1)C(=O)NC1=CC(=CC=C1)C1(COC1)CC1=NN=CN1C)C 2-cyclopropyl-6-methyl-N-(3-(3-((4-methyl-4H-1,2,4-triazol-3-yl)methyl)oxetan-3-yl)phenyl)pyrimidine-4-carboxamide